Cl.N1=NC=CC(=C1)N pyridazin-5-amine hydrochloride